4-(2-piperidinylethyl)styrene N1(CCCCC1)CCC1=CC=C(C=C)C=C1